C(=O)O[C@H]1[C@H](C1)C1=CC(=C(C=C1)F)F (1R,2R)-2-(3,4-difluorophenyl)-1-cyclopropyl formate